C(C)(C)OC(C)C di-i-propyl ether